N-((5-(7,8-dimethyl-[1,2,4]triazolo[1,5-a]pyridin-6-yl)-6-isopropyl-4H-pyrrolo[3,2-d]thiazol-2-yl)methyl)-1-isopropylpiperidin-4-amine CC1=C(C=2N(C=C1C1=C(C=3N=C(SC3N1)CNC1CCN(CC1)C(C)C)C(C)C)N=CN2)C